C(C)(C)(C)OC(NC1=CC(=CC(=C1)F)CC#N)=O (3-(cyanomethyl)-5-fluorophenyl)carbamic acid tert-butyl ester